(3R)-1'-(4-chloro-3-fluorophenyl)-3-methoxy-1',2'-dihydrospiro[cyclopentane-1,3'-pyrrolo[3,2-b]pyridine] ClC1=C(C=C(C=C1)N1CC2(C3=NC=CC=C31)C[C@@H](CC2)OC)F